C(C=1C(O)=CC=CC1)=NC(CCCC)N=CC=1C(O)=CC=CC1 N,N'-bis(salicylidene)-pentanediamine